ClC=1C=NN(C(C1Cl)=O)CC(=O)NC1=CC(=C(C=C1)C(C)C)S(NCCC1=NC=CC=C1)(=O)=O 2-(4,5-dichloro-6-oxopyridazin-1(6H)-yl)-N-(4-isopropyl-3-(N-(2-(pyridin-2-yl)ethyl)sulfamoyl)phenyl)acetamide